tert-butyl (S)-(1-((4-(2,4-difluorophenoxy)-3-(6-methyl-7-oxo-1-toluenesulfonyl-6,7-dihydro-1H-pyrrolo[2,3-c]pyridin-4-yl)phenyl)amino)-1-oxobutan-2-yl)carbamate FC1=C(OC2=C(C=C(C=C2)NC([C@H](CC)NC(OC(C)(C)C)=O)=O)C=2C3=C(C(N(C2)C)=O)N(C=C3)S(=O)(=O)CC3=CC=CC=C3)C=CC(=C1)F